6-chloro-5-[4-[(3-ethyl-2-oxo-1H-1,6-naphthyridin-7-yl)methyl]piperazin-1-yl]-N-methyl-pyridine-2-carboxamide ClC1=C(C=CC(=N1)C(=O)NC)N1CCN(CC1)CC1=NC=C2C=C(C(NC2=C1)=O)CC